C(C)(=O)N[C@H](C(=O)N1[C@@H]([C@H]2C([C@H]2C1)(C)C)C(=O)[O-])C(C)(C)C (1R,2S,5S)-3-[(2S)-2-acetylamino-3,3-dimethyl-butyryl]-6,6-dimethyl-3-azabicyclo[3.1.0]hexane-2-carboxylate